2-(3-benzyl-1-methyl-3-azabicyclo[3.1.0]hexane-6-yl)acetic acid methyl ester COC(CC1C2CN(CC12C)CC1=CC=CC=C1)=O